(S)-1-(3-(difluoromethyl)-4-fluorophenyl)-3-((difluoromethyl)sulfonyl)-5,5-difluoro-1,4,5,6-tetrahydro-cyclopenta[b]pyrrol-4-ol FC(C=1C=C(C=CC1F)N1C2=C(C(=C1)S(=O)(=O)C(F)F)[C@@H](C(C2)(F)F)O)F